C(C(C)C)N1C=C(C=2C1=NC(=CC2)C(=O)N2C(C(NCC2)=O)(C)C)C=2C=NC(=CC2)OC 4-(1-isobutyl-3-(6-methoxypyridin-3-yl)-1H-pyrrolo[2,3-b]pyridine-6-carbonyl)-3,3-dimethylpiperazin-2-one